5-(4-(4-cyanophenyl)piperidine-1-carbonyl)-2-cyclopropyl-4-ethylbenzoyl-hydrazine C(#N)C1=CC=C(C=C1)C1CCN(CC1)C(=O)C=1C(=CC(=C(C(=O)NN)C1)C1CC1)CC